7-cyclobutyl-2-(2-phenylquinolin-7-yl)pyrazolo[1,5-a]pyrimidine-3-carbonitrile C1(CCC1)C1=CC=NC=2N1N=C(C2C#N)C2=CC=C1C=CC(=NC1=C2)C2=CC=CC=C2